N1N=NC2=C1C=CC=1C=3C=CC=CC3C=NC12 azaphenanthrotriazole